BrC=1C=C2C(CN(C(C2=CC1)=O)CC(=O)O)C 2-(6-bromo-4-methyl-1-oxo-3,4-dihydroisoquinolin-2-yl)acetic acid